3-(2-bromo-4,5-dimethoxyphenyl)propan-1-ol BrC1=C(C=C(C(=C1)OC)OC)CCCO